FC=1C=CC2=C(N=C(O2)NC=2OC3=C(N2)C=C(C=C3)NC(C)=O)C1 N-(2-((5-fluorobenzo[d]oxazol-2-yl)amino)benzo[d]oxazol-5-yl)acetamide